NC=1C(=C(C=C(C1)Cl)NC=1C(=C2C(N(C=NC2=CC1)C)=O)C)F 6-((3-amino-5-chloro-2-fluorophenyl)amino)-3,5-dimethylquinazolin-4(3H)-one